2-(3-((1s,3s)-3-(4-methyl-4H-1,2,4-triazol-3-yl)-1-oxidothietan-3-yl)phenyl)-6-(((1-methylcyclobutyl)amino)methyl)-4-(trifluoromethyl)isoindolin-1-one CN1C(=NN=C1)C1(CS(C1)=O)C=1C=C(C=CC1)N1C(C2=CC(=CC(=C2C1)C(F)(F)F)CNC1(CCC1)C)=O